N1C(=NC2=C1C=CC=C2)C2=CC=C(C=C2)S(=O)(=O)NC2CCCCC2 4-(1H-benzo[d]imidazol-2-yl)-N-cyclohexylbenzenesulfonamide